C1(CC1)C1=NC=C(C(=N1)OC[C@H]1CN(CC1)C1=NC=C(C=N1)C(F)(F)F)C#N (R)-2-cyclopropyl-4-((1-(5-(trifluoromethyl)pyrimidin-2-yl)pyrrolidin-3-yl)methoxy)pyrimidine-5-carbonitrile